ClC=1C=C(CN2CC3=NC(=CC=C3C2=O)NCC=2C=NC=CC2)C=C(C1)Cl 6-(3,5-dichlorobenzyl)-2-((pyridin-3-ylmethyl)amino)-6,7-dihydro-5H-pyrrolo[3,4-b]pyridin-5-one